2-[azepan-3-yl]-3H-imidazo[4,5-b]pyridin N1CC(CCCC1)C1=NC=2C(=NC=CC2)N1